1-[4-[[7-(hydrazinecarbonyl)pyrrolo[2,3-d]pyrimidin-4-yl]-methyl-amino]cyclohexyl]-N-methyl-methanesulfonamide N(N)C(=O)N1C=CC2=C1N=CN=C2N(C2CCC(CC2)CS(=O)(=O)NC)C